FC(C=1C=C(COC2CCC3=CC(=CC=C23)/C=C/C(=O)NO)C=C(C1)C(F)(F)F)(F)F (E)-3-(1-((3,5-bis(trifluoromethyl)benzyl)oxy)-2,3-dihydro-1H-inden-5-yl)-N-hydroxyacrylamide